1,5-di(4-hydroxyphenylthio)-3-oxapentane OC1=CC=C(C=C1)SCCOCCSC1=CC=C(C=C1)O